ClC1=CC=C(N=N1)C(=O)NC 6-chloro-N-methylpyridazine-3-carboxamide